F[P-](F)(F)(F)(F)F.C(C)[N+]1=CNC=C1 l-3-ethylimidazolium hexafluorophosphate